COC(COC=1C(NC2=CC=C(C=C2C1)[N+](=O)[O-])=O)=O 2-((6-Nitro-2-oxo-1,2-dihydro-quinolin-3-yl)oxy)acetic acid methyl ester